NC=1C=C(C=C(C1)C(F)(F)F)[C@@H](C)NC=1C2=C(N=C(N1)C)C=NC(=C2)C=2C=NNC2 (R)-N-(1-(3-amino-5-(trifluoromethyl)phenyl)ethyl)-2-methyl-6-(1H-pyrazol-4-yl)pyrido[3,4-d]pyrimidin-4-amine